((2-((tert-butyldimethylsilyl) oxy) cyclopentyl) methyl) S-methyldithiocarbonate CS(C([O-])=S)CC1C(CCC1)O[Si](C)(C)C(C)(C)C